(S)-N-(1-(3-chloro-2,4-difluorophenyl)-2-(4-(trifluoromethyl)cyclohexyl)ethyl)-2-oxoImidazolidine-4-carboxamide ClC=1C(=C(C=CC1F)C(CC1CCC(CC1)C(F)(F)F)NC(=O)[C@H]1NC(NC1)=O)F